methyl 2-((tert-butoxy carbonyl) amino)-5-(2-(methoxymethoxy) phenyl)-5-oxopentanoate C(C)(C)(C)OC(=O)NC(C(=O)OC)CCC(=O)C1=C(C=CC=C1)OCOC